FC1=C(C=O)C(=CC(=C1)CC(C)C)OC(F)(F)F 2-fluoro-4-isobutyl-6-(trifluoromethoxy)benzaldehyde